2,5-dichlorobenzene potassium [K].ClC1=CC=C(C=C1)Cl